methyl-4-[(1-methylcyclopropyl)amino]-N-[1-(pyrimidin-2-yl)-1H-pyrazol-4-yl]furo[2,3-d]pyrimidine-5-carboxamide CC=1N=C(C2=C(N1)OC=C2C(=O)NC=2C=NN(C2)C2=NC=CC=N2)NC2(CC2)C